FC1(CCC(CC1)[C@H](NC(=O)C1=CC=NN1CC)C=1N=C2N(N=C(C(=N2)OC(C)C)C[C@@H]2C(NC[C@@H](C2)C(F)(F)F)=O)C1)F N-((S)-(4,4-difluorocyclohexyl)(3-isopropoxy-2-(((3R,5R)-2-oxo-5-(trifluoromethyl)piperidin-3-yl)methyl)imidazo[1,2-b][1,2,4]triazin-6-yl)methyl)-1-ethyl-1H-pyrazole-5-carboxamide